6-(oxaCyclobutan-3-ylamino)pyrimidine-4-carboxylic acid O1CC(C1)NC1=CC(=NC=N1)C(=O)O